2-Methyl-5-((1-methylazetidin-2-yl)methoxy)-N-(1-(naphthalen-1-yl)cyclopropyl)-4-nitrobenzamide CC1=C(C(=O)NC2(CC2)C2=CC=CC3=CC=CC=C23)C=C(C(=C1)[N+](=O)[O-])OCC1N(CC1)C